CC1=CC=C(C=C1)C=1C(=C(SC1)NC(=O)NCCCCN1CCCC1)C(=O)N 4-(4-methylphenyl)-2-{3-[4-(pyrrolidin-1-yl)butyl]ureido}thiophene-3-carboxamide